C(C)(=O)N1CC(C1)(C)CC(=O)N1C(CC(C1)F)C(=O)NC(C1=CC=C(C=C1)C(C)C)C1=CC=CC=C1 1-[2-(1-acetyl-3-methylazetidin-3-yl)acetyl]-4-fluoro-N-{phenyl[4-(propan-2-yl)phenyl]methyl}pyrrolidine-2-carboxamide